Magnesium-Zinc [Zn].[Mg]